BrC1=CC=C(C=N1)C(C(CCOC=1C(=C(C=CC1F)C1=CC=2N(C=C1)N=C(N2)N(C(OC(C)(C)C)=O)C(=O)OC(C)(C)C)F)(F)F)(C)O[Si](CC)(CC)CC tert-butyl (7-(3-((4-(6-bromopyridin-3-yl)-3,3-difluoro-4-((triethylsilyl)oxy)pentyl)oxy)-2,4-difluorophenyl)-[1,2,4]triazolo[1,5-a]pyridin-2-yl)(tert-butoxycarbonyl)carbamate